ClC1=NC=CC(=C1C=O)N1CCC(CC1)NC(OC(C)(C)C)=O tert-butyl (1-(2-chloro-3-formylpyridin-4-yl)piperidin-4-yl)carbamate